COC([C@@H](NC([C@@H](NCCCCCCCCCCCCCCCCCC)CC(=O)O)=O)CC1=CC=CC=C1)=O stearyl-L-aspartyl-L-phenylalanine methyl ester